N-[3-chloro-4-(piperazine-1-carbonyl)phenyl]-5-(3-cyano-2-fluoro-4-methoxy-phenyl)-1-methyl-imidazole-2-carboxamide ClC=1C=C(C=CC1C(=O)N1CCNCC1)NC(=O)C=1N(C(=CN1)C1=C(C(=C(C=C1)OC)C#N)F)C